10-(2-(4-chlorophenyl)-7-methylindolizin-3-yl)-10H-phenothiazine ClC1=CC=C(C=C1)C=1C=C2C=C(C=CN2C1N1C2=CC=CC=C2SC=2C=CC=CC12)C